pyridine-4-olate N1=CC=C(C=C1)[O-]